tert-butyl(tert-butoxycarbonyl)(5-(4-(isopropylsulfonyl)phenyl)-3-(3-(4-((benzeneOxycarbonyl)amino)phenyl)isoxazol-5-yl)pyrazin-2-yl)carbamate C(C)(C)(C)OC(N(C1=NC=C(N=C1C1=CC(=NO1)C1=CC=C(C=C1)NC(=O)OC1=CC=CC=C1)C1=CC=C(C=C1)S(=O)(=O)C(C)C)C(=O)OC(C)(C)C)=O